sodium 2-(8-chloro-2-(cyclopropyl(2-methoxyethyl)amino)-9-ethoxy-5-oxobenzo[b][1,8]naphthyridin-10(5H)-yl)acetate ClC=1C=CC2=C(N(C=3N=C(C=CC3C2=O)N(CCOC)C2CC2)CC(=O)[O-])C1OCC.[Na+]